C(C)(C)(C)C(C(=O)O)(CCCC(=O)O)CCl.CC1=C(C=CC(=C1)S(N[C@H](C)C1CCNCC1)(=O)=O)NC(=O)C1CCCCC1 (R)-N-(2-methyl-4-(N-(1-(piperidin-4-yl)ethyl)sulfamoyl)phenyl)cyclohexanecarboxamide tert-Butyl-chloromethyl-adipate